N4-(2,2'-bipyridin-3-yl)-5-methoxy-N2-(3-methoxy-4-(tetrahydro-2H-pyran-4-yl)phenyl)pyrimidine-2,4-diamine N1=C(C(=CC=C1)NC1=NC(=NC=C1OC)NC1=CC(=C(C=C1)C1CCOCC1)OC)C1=NC=CC=C1